3-(4-amino-2-((3-fluoropyridin-2-yl)methyl)-7-(quinoxalin-6-yl)-2H-[1,2,3]triazolo[4,5-c]pyridin-6-yl)benzonitrile NC1=NC(=C(C=2C1=NN(N2)CC2=NC=CC=C2F)C=2C=C1N=CC=NC1=CC2)C=2C=C(C#N)C=CC2